tert-butyl (R)-8-(chloromethyl)-4-hydroxy-2-methyl-7,8-dihydro-6H-oxazolo[4,5-e]indole-6-carboxylate ClC[C@H]1CN(C2=CC(=C3C(=C12)N=C(O3)C)O)C(=O)OC(C)(C)C